tert-butyl 5-((1R,2S)-2-(((tert-butyldiphenylsilyl)oxy)methyl)cyclopropyl)-2,2-dimethylpentanoate [Si](C1=CC=CC=C1)(C1=CC=CC=C1)(C(C)(C)C)OC[C@@H]1[C@@H](C1)CCCC(C(=O)OC(C)(C)C)(C)C